C(CCCCCC)(=O)O[C@]1([C@]2(C)[C@@H](CC1)[C@@H]1CCC3=CC(CC[C@@H]3[C@H]1CC2)=O)C#C (17beta)-17-ethynyl-3-oxoestr-4-en-17-yl heptanoate